N1C(=NC2=C1C=CC=C2)C2=CC(=NN2C)NC(=O)C=2C=NC(=CC2)N2CC1(C2)CC(C1)O N-[5-(1H-benzimidazol-2-yl)-1-methyl-pyrazol-3-yl]-6-(6-hydroxy-2-azaspiro[3.3]heptan-2-yl)pyridine-3-carboxamide